NC1CCC(CC1)C(C)(C)C1CCC(CC1)N 2,2-bis-(p-aminocyclohexyl)propane